6-bromo-2-chloro-5-isopropoxybenzo[d]thiazole BrC1=CC2=C(N=C(S2)Cl)C=C1OC(C)C